7-(2-chloro-4-fluoro-5-methoxy-phenyl)-6-fluoro-3-(4-isoquinolyl)-1H-quinazoline-2,4-dione ClC1=C(C=C(C(=C1)F)OC)C1=C(C=C2C(N(C(NC2=C1)=O)C1=CN=CC2=CC=CC=C12)=O)F